3-[bis(dimethylamino)methyl]-3H-benzotriazole-1-oxide Hexafluorophosphate F[P-](F)(F)(F)(F)F.CN(C)C(N1N=[N+](C2=C1C=CC=C2)[O-])N(C)C